4-chloro-N-[6-(difluoromethyl)pyridin-3-yl]-6-(3-methylimidazol-4-yl)pyrimidine-2-carboxamide ClC1=NC(=NC(=C1)C=1N(C=NC1)C)C(=O)NC=1C=NC(=CC1)C(F)F